(R)-1-(2-chlorophenyl)ethyl (5-(5-(2,2-difluoro-3-((Z)-N'-hydroxycarbamimidoyl) cyclopropane-1-carboxamido)-6-methylpyridin-2-yl)-3-methylisoxazol-4-yl)carbamate FC1(C(C1/C(/N)=N/O)C(=O)NC=1C=CC(=NC1C)C1=C(C(=NO1)C)NC(O[C@H](C)C1=C(C=CC=C1)Cl)=O)F